P(=O)(O)(O)O.NP1(=NP(=NP(=N1)(N)N)(N)N)N hexaaminocyclotriphosphazene phosphate